[O-2].[O-2].[O-2].[Na+].[V] sodium peroxyvanadate